methyl (E)-4-(diethoxyphosphoryl)but-2-enoate C(C)OP(=O)(OCC)C/C=C/C(=O)OC